(3R,4R)-1-(1-((5-(Difluoromethyl)-1,3,4-thiadiazol-2-yl)methyl)-4,6-difluoro-1H-benzo[d]imidazol-2-yl)-4-fluoropiperidin-3-amin FC(C1=NN=C(S1)CN1C(=NC2=C1C=C(C=C2F)F)N2C[C@H]([C@@H](CC2)F)N)F